sodium 5-sulfosalicylaldehyde S(=O)(=O)(O)C1=CC=C(C(C=O)=C1)O.[Na]